(2R)-2-(1-(4-bromophenyl)-4-(furan-2-yl)-1H-pyrazol-3-yl)-3-(2-(2-oxoindol-5-yl)ethyl)oxazolidin-4-one BrC1=CC=C(C=C1)N1N=C(C(=C1)C=1OC=CC1)[C@H]1OCC(N1CCC1=CC2=CC(N=C2C=C1)=O)=O